(R)-2-((2S,3R)-3-((tert-butoxycarbonyl)amino)-4-(4-fluorophenyl)-2-hydroxybutanamido)-2-(3-(trifluoromethoxy)phenyl)acetic acid C(C)(C)(C)OC(=O)N[C@@H]([C@@H](C(=O)N[C@@H](C(=O)O)C1=CC(=CC=C1)OC(F)(F)F)O)CC1=CC=C(C=C1)F